ClC1=C(CN)C=CC=C1Cl 2,3-dichlorobenzylamine